FC1=NC(=C2N=CN(C2=N1)C1OCCCC1)NCC1=CC(=C(C(=C1)OC)OC)OC 2-fluoro-6-[(3,4,5-trimethoxybenzyl)amino]-9-(tetrahydro-2H-pyran-2-yl)-9H-purine